C(C#C)OP(OCC#C)[O-] di(2-propynyl)phosphite